CSC=1C=C(C=C(C1)SC)O 3,5-dimethylmercaptophenol